CC(C[C@](N)(C(=O)O)C)C (2S)-2-(2'-methylpropyl)-2-methyl-glycine